C(C)OC1=NC=CC=C1C1=CC(=C2C(=N1)C(=NN2C(C)C)C)NCC=2OC(=NN2)C 5-(2-ethoxypyridin-3-yl)-1-isopropyl-3-methyl-N-((5-methyl-1,3,4-oxadiazol-2-yl)methyl)-1H-pyrazolo[4,3-b]pyridin-7-amine